(6S,8R)-6-(5-bromo-3-fluoropyridin-2-yl)-8-methyl-7-(2,2,2-trifluoroethyl)-6,7,8,9-tetrahydrooxazolo[5,4-f]isoquinolin-2(3H)-one BrC=1C=C(C(=NC1)[C@H]1N([C@@H](CC2=C3C(=CC=C12)NC(O3)=O)C)CC(F)(F)F)F